6-bromo-N-[(2,4-dimethoxyphenyl)methyl]Phthalazin-1-amine BrC=1C=C2C=NN=C(C2=CC1)NCC1=C(C=C(C=C1)OC)OC